1-pentylglycerol C(CCCC)OCC(O)CO